5-(1,3-dimethyl-1H-pyrazol-4-yl)-1-methyl-4-phenylpyridin-2(1H)-one CN1N=C(C(=C1)C=1C(=CC(N(C1)C)=O)C1=CC=CC=C1)C